ClC=1C=CC(=C(C1)C1=CC2=C(OCCN2C2=CC(=NC=C2)NC(CCNS(=O)(=O)C)=O)C=N1)F N-{4-[7-(5-chloro-2-fluorophenyl)-1H,2H,3H-pyrido[3,4-b][1,4]oxazin-1-yl]pyridin-2-yl}-3-methanesulfonamidopropanamide